ClC1=C(C=C(C=C1)Cl)C1=NC=CC=C1C1=NN2C(C=CC=C2)=N1 2-(2,5-Dichlorophenyl)pyridin-3-yl-[1,2,4]triazolo[1,5-a]pyridin